4-(2-{[(2r,7as)-2-fluoro-hexahydro-1H-pyrrolizin-7a-yl]methoxy}-8-fluoro-4-{2-oxa-7-azaspiro[3.5]non-7-yl}quinazolin-7-yl)-5-ethynyl-6-fluoronaphthalene-2-ol F[C@@H]1C[C@@]2(CCCN2C1)COC1=NC2=C(C(=CC=C2C(=N1)N1CCC2(COC2)CC1)C1=CC(=CC2=CC=C(C(=C12)C#C)F)O)F